COC1=C(C=C(C=C1)C(=O)N1CC2(C3=CC(=CC=C13)NS(=O)(=O)C)CCC1(CC2)CC1)S(=O)(=O)Cl 2-methoxy-5-(5''-(methylsulfonamido)dispiro[cyclopropane-1,1'-cyclohexane-4',3''-indoline]-1''-carbonyl)benzenesulfonyl chloride